(s)-1-Boc-3-isopropylpiperazine C(=O)(OC(C)(C)C)N1C[C@@H](NCC1)C(C)C